COC1=C(C(=C(C(=C1)\C=C(/C)\[N+](=O)[O-])OC)C)CCCCC 1,4-dimethoxy-3-methyl-5-[(E)-2-nitroprop-1-en-1-yl]-2-pentyl-benzene